(3-(4-(1-(2-Chloro-1H-imidazol-1-yl)ethyl)phenyl)-5-isobutylthiophene-2-yl)sulfonylcarbamic acid butyl ester C(CCC)OC(NS(=O)(=O)C=1SC(=CC1C1=CC=C(C=C1)C(C)N1C(=NC=C1)Cl)CC(C)C)=O